BrC1=CC(=C(C=C1)C(F)(F)F)C 4-bromo-2-methyl-1-(trifluoromethyl)benzene